N[C@@H](C=1C=CC2=C(N(C(=N2)[C@H](CC2(CC2)C(F)(F)F)N[S@](=O)C(C)(C)C)COCC[Si](C)(C)C)C1)C1CC1 (R)-N-((S)-1-(6-((R)-amino(cyclopropyl)methyl)-1-((2-(trimethylsilyl)ethoxy)methyl)-1H-benzo[d]imidazol-2-yl)-2-(1-(trifluoromethyl)cyclopropyl)ethyl)-2-methylpropane-2-sulfinamide